ClC=1C(=NC2=CC(=C(N=C2C1N[C@H](C(F)F)C=1C=C(C#N)C=CC1F)C=1C=NC(=CC1)P(=O)(C)C)F)C (S)-3-(1-((3-chloro-6-(6-(dimethylphosphoryl)pyridin-3-yl)-7-fluoro-2-methyl-1,5-naphthyridin-4-yl)amino)-2,2-difluoroethyl)-4-fluorobenzonitrile